C1(CC1)C1=CC(=NN1)NC1=NC(=NC=C1)N(C1CCC(CC1)C1=CC(=CC=2N(N=NC21)C)C(=O)N)C ((1R,4R)-4-((4-((5-cyclopropyl-1H-pyrazol-3-yl)amino)pyrimidin-2-yl)(methyl)amino)cyclohexyl)-1-methyl-1H-benzo[d][1,2,3]triazole-6-carboxamide